styreneacrylic acid maleic anhydride C(\C=C/C(=O)O)(=O)OC(C=CC=CC1=CC=CC=C1)=O